5-(trifluoromethyl)-2,4-dihydro-3H-1,2,4-triazole-3-thione FC(C=1NC(NN1)=S)(F)F